OCCNCCN1C(NCC1)=O 1-(2-((2-hydroxy-ethyl)amino)ethyl)imidazolidin-2-one